C1(CC1)NC1CC(C1)CCC1=NC=2NCCCC2C=C1 N-cyclopropyl-3-[2-(5,6,7,8-tetrahydro-1,8-naphthyridin-2-yl)ethyl]cyclobutanamine